1-cyclopentyl-3-(7-(6-(3-(dimethylamino)propoxy)pyridin-3-yl)quinoxalin-2-yl)urea C1(CCCC1)NC(=O)NC1=NC2=CC(=CC=C2N=C1)C=1C=NC(=CC1)OCCCN(C)C